CN([C@H]1CN(CC1)C1=CC(=C(C=C1[N+](=O)[O-])NC1=NC=C(C(=N1)N1CC(C2=NC(=CC=C21)C)(C)C)C(=O)OC(C)C)OC)C isopropyl (R)-2-((4-(3-(Dimethylamino)pyrrolidin-1-yl)-2-methoxy-5-nitrophenyl)amino)-4-(3,3,5-trimethyl-2,3-Dihydro-1H-pyrrolo[3,2-b]pyridin-1-yl)pyrimidine-5-carboxylate